F[C@@H]1CC=2N(C=NC2CC(=O)NC=2SC=CN2)C1 2-[(6R)-6-fluoro-6,7-dihydro-5H-pyrrolo[1,2-c]imidazol-1-yl]-N-thiazol-2-yl-acetamide